tert-butyl 4-((3-(2,8-dimethylimidazo[1,2-b]pyridazin-6-yl)thieno[2,3-b]pyrazin-6-yl)methylene)piperidine-1-carboxylate CC=1N=C2N(N=C(C=C2C)C2=CN=C3C(=N2)SC(=C3)C=C3CCN(CC3)C(=O)OC(C)(C)C)C1